N-(5-(1-methylazetidin-3-yl)pyridin-2-yl)pyrimidin-2-amine CN1CC(C1)C=1C=CC(=NC1)NC1=NC=CC=N1